(E)-3-(3-(((4-((dimethylamino)methyl)phenyl)amino)(phenyl)methylene)-2-oxoindolin-6-yl)-N-ethylpropiolamide CN(C)CC1=CC=C(C=C1)N\C(=C/1\C(NC2=CC(=CC=C12)C#CC(=O)NCC)=O)\C1=CC=CC=C1